(S)-2-amino-3-(2-carbamoylphenyl)propanoic acid N[C@H](C(=O)O)CC1=C(C=CC=C1)C(N)=O